5-((1S,5R)-1-(5-((1R,4S)-4-(dimethylamino)cyclohexyl)-1,3,4-oxadiazol-2-yl)-5-(trifluoromethyl)-3-azabicyclo[3.1.0]hex-3-yl)quinoline-8-carbonitrile CN(C1CCC(CC1)C1=NN=C(O1)[C@@]12CN(C[C@]2(C1)C(F)(F)F)C1=C2C=CC=NC2=C(C=C1)C#N)C